[(1S)-2-amino-2-oxo-1-[[(3S)-2-oxo-3-piperidyl]methyl]ethyl]-2-(4-methoxy-1H-indole-2-carbonyl)-2-azaspiro[4.5]decane-3-carboxamide NC([C@@H](C[C@H]1C(NCCC1)=O)C1N(C(CC12CCCCC2)C(=O)N)C(=O)C=2NC1=CC=CC(=C1C2)OC)=O